(S)-N-(2-((tert-butyldimethylsilyl)oxy)-1-(3-chloro-2-fluorophenyl)ethyl)-2-(cyclopropylamino)acetamide [Si](C)(C)(C(C)(C)C)OC[C@H](C1=C(C(=CC=C1)Cl)F)NC(CNC1CC1)=O